C(C)(C)(C)OC(=O)N([C@H](C(=O)OC(C)(C)C)CCC=O)C(=O)OC tert-butyl (2S)-2-[tert-butoxycarbonyl (methoxycarbonyl)amino]-5-oxo-pentanoate